2-[5-(methoxymethyl)-1,3-dimethyl-pyrazol-4-yl]acetonitrile COCC1=C(C(=NN1C)C)CC#N